OC1=C(C(N(C=C1C)C)=O)NC(N[C@@H](CC(=O)OCC)C=1SC=C(C1)C1=CC=CC=C1)=O ethyl (S)-3-(3-(4-hydroxy-1,5-dimethyl-2-oxo-1,2-dihydropyridin-3-yl)ureido)-3-(4-phenyl thiophen-2-yl)propanoate